(2-Hydroxyspiro[3.5]non-7-yl)(methyl)carbamic acid tert-butyl ester C(C)(C)(C)OC(N(C)C1CCC2(CC(C2)O)CC1)=O